ClC=1C=C(C=CC1Cl)C=1N(C(=CC(C1C(=O)OCC)=O)CN1C=NC(=C1)F)CC ethyl 2-(3,4-dichlorophenyl)-1-ethyl-6-[(4-fluoroimidazol-1-yl)methyl]-4-oxo-pyridine-3-carboxylate